O1CC(C1)OC=1C=C2C=CC(=CC2=CC1)C(=O)OC methyl 6-(oxetan-3-yloxy)-2-naphthoate